C(C)(C)(C)OC(NCC(C)C1=CC(=C(C=C1)C=1C=2C=3C(C(NC2C(=CC1OC)C)=O)=CSC3)C)=O (2-(4-(8-methoxy-6-methyl-4-oxo-4,5-dihydrothieno[3,4-c]quinolin-9-yl)-3-methylphenyl)propyl)carbamic acid tert-butyl ester